5-Chloro-4-methoxy-N-methyl-2-nitroaniline ClC=1C(=CC(=C(NC)C1)[N+](=O)[O-])OC